C(C)(=O)OCC=1C(=CC2=C(OC[C@@H](N2C(=O)OC(C)(C)C)C)N1)CC1=C(C=C(C=C1)F)F tert-butyl (S)-6-(acetoxymethyl)-7-(2,4-difluorobenzyl)-2-methyl-2,3-dihydro-1H-pyrido[2,3-b][1,4]oxazine-1-carboxylate